8-[(1R)-1-[[6-Chloro-2-(1,1-dioxo-1,4-thiazinan-4-yl)-3-pyridyl]amino]ethyl]-3,6-dimethyl-2-(3-pyridyl)chromen-4-one ClC1=CC=C(C(=N1)N1CCS(CC1)(=O)=O)N[C@H](C)C=1C=C(C=C2C(C(=C(OC12)C=1C=NC=CC1)C)=O)C